(S)-2-(2-aminopyridin-3-yl)-6-(methoxymethyl)-6,7-dihydropyrazolo[1,5-a]pyrazine NC1=NC=CC=C1C1=NN2C(C=N[C@@H](C2)COC)=C1